4-(3-(4-chloro-3-fluorophenyl)-1-isobutyl-1H-pyrrolo[2,3-b]pyridine-6-carbonyl)-3,3-dimethylpiperazin-2-one ClC1=C(C=C(C=C1)C1=CN(C2=NC(=CC=C21)C(=O)N2C(C(NCC2)=O)(C)C)CC(C)C)F